3-(2-cyclopropyl-1H-indol-1-yl)isobenzofuran-1(3H)-one C1(CC1)C=1N(C2=CC=CC=C2C1)C1OC(C2=CC=CC=C12)=O